(R)-N4,5-dimethyl-N2-(1-methylpyrrolidin-3-yl)-6,7-dihydrofuro[3',2':5,6]pyrido[2,3-d]pyrimidine-2,4-diamine CNC=1C2=C(N=C(N1)N[C@H]1CN(CC1)C)N=C1C(=C2C)CCO1